1-(4-((tert-butyldimethylsilyl)oxy)-3-methoxyphenyl)oct-1-yn-3-ol [Si](C)(C)(C(C)(C)C)OC1=C(C=C(C=C1)C#CC(CCCCC)O)OC